C(CCCCC(C)C)C(C(=O)[O-])S.C(CCCCCCC)[Sn+2]CCCCCCCC.C(CCCCC(C)C)C(C(=O)[O-])S dioctyltin isooctylthioglycolate